4-(4-((1R,5S)-3,8-diazabicyclo[3.2.1]octan-3-yl)-2-(((4-(dimethylamino)tetrahydro-2H-pyran-4-yl)methyl)amino)-8-fluoroquinazolin-7-yl)naphthalen-2-ol [C@H]12CN(C[C@H](CC1)N2)C2=NC(=NC1=C(C(=CC=C21)C2=CC(=CC1=CC=CC=C21)O)F)NCC2(CCOCC2)N(C)C